bis([1,1'-biphenyl]-4-yl)amine borate B(O)(O)O.C1(=CC=C(C=C1)NC1=CC=C(C=C1)C1=CC=CC=C1)C1=CC=CC=C1